C(C)OC(CC(C1=CC=CC=C1)NC1[C@@H]2CNC[C@H]12)=O 3-(((1R,5S,6S)-3-azabicyclo[3.1.0]hex-6-yl)amino)-3-phenylpropionic acid ethyl ester